C1(CC1)N1N=CC(=C1)C=1C=C(C=CC1)N(C(=O)[C@@H]1CC[C@H](CC1)CC(=O)O)C[C@@H]1CC[C@H](CC1)C1=CC(=C(C=C1)OC)C 2-(trans-4-((3-(1-Cyclopropyl-1H-pyrazol-4-yl)phenyl)((trans-4-(4-methoxy-3-methylphenyl)cyclohexyl)methyl)carbamoyl)-cyclohexyl)acetic acid